C(C)(C)(C)C=1C=C(C=C(C1O)C(C)(C)C)C(C(C(=O)OCC(CO)(CO)CO)(C1=CC(=C(C(=C1)C(C)(C)C)O)C(C)(C)C)C1=CC(=C(C(=C1)C(C)(C)C)O)C(C)(C)C)C1=CC(=C(C(=C1)C(C)(C)C)O)C(C)(C)C pentaerythritol tetrakis(3,5-di-tert-butyl-4-hydroxyphenyl)-propionate